tert-butyl (2S)-2-{[(4-{3-[(3-fluoro-2-methoxyphenyl)amino]-4-oxo-1H,5H,6H,7H-pyrrolo[3,2-c]pyridin-2-yl}pyridin-3-yl)oxy]methyl}-2-methylpyrrolidine-1-carboxylate FC=1C(=C(C=CC1)NC1=C(NC2=C1C(NCC2)=O)C2=C(C=NC=C2)OC[C@]2(N(CCC2)C(=O)OC(C)(C)C)C)OC